N-(2-aminoethyl)-5-[(Z)-(5-fluoro-2-oxo-indolin-3-ylidene)methyl]-4-methyl-1H-pyrrole-3-carboxamide NCCNC(=O)C1=CNC(=C1C)\C=C\1/C(NC2=CC=C(C=C12)F)=O